β-butoxy-N,N-dimethylpropionamide C(CCC)OCCC(=O)N(C)C